FC=1C=C(C=C(C1)F)NC(=O)C1(OCC1)C(=O)N[C@H](CC(=O)OC)C methyl (3S)-3-[[2-[(3,5-difluorophenyl)carbamoyl]oxetane-2-carbonyl]amino]butanoate